C(#N)C=1C=C(C=NC1OC(F)F)NC(=O)[C@@H]1CC(C2=C1C=NC=1N2N=C(C1)C(F)F)(C)C (R)-N-(5-cyano-6-(difluoromethoxy)pyridin-3-yl)-2-(difluoromethyl)-8,8-dimethyl-7,8-dihydro-6H-cyclopenta[e]pyrazolo[1,5-a]pyrimidine-6-carboxamide